ClC=1C=C(C(=O)N2CC=3C(=NN4C3C(N(C=C4)[C@@H](C)C4=CC=C(C=C4)OC(F)F)=O)C[C@H]2C)C=CC1Cl (R)-2-(3,4-dichlorobenzoyl)-9-((S)-1-(4-(difluoromethoxy)phenyl)ethyl)-3-methyl-1,2,3,4-tetrahydropyrido[4',3':3,4]Pyrazolo[1,5-a]Pyrazin-10(9H)-one